C(C(=C)C)(=O)OCCC[Si](OCC)(OCC)C 3-Methacryloxypropyl-methyl-diethoxysilane